(3R)-3-CYCLOPENTYL-3-[4-[7-(2-TRIMETHYLSILYLETHOXYMETHYL)PYRROLO[2,3-D]PYRIMIDIN-4-YL]PYRAZOL-1-YL]PROPANENITRILE C1(CCCC1)[C@@H](CC#N)N1N=CC(=C1)C=1C2=C(N=CN1)N(C=C2)COCC[Si](C)(C)C